FC(COC1=CC2=C(C=N1)CC[C@H]2NC(=O)NCCC2(CC2)C(F)(F)F)(F)F |r| (±)-1-(3-(2,2,2-Trifluoroethoxy)-6,7-dihydro-5H-cyclopenta[c]pyridin-5-yl)-3-(2-(1-(trifluoromethyl)cyclopropyl)ethyl)urea